4-((4-bromophenoxy)methyl)-2,2-dimethyl-1,3-dioxolane BrC1=CC=C(OCC2OC(OC2)(C)C)C=C1